FC1=C(C=CC=C1)C1=NC=2C(=NC(=CC2)N2CCNCC2)N1C1=CC=NC=C1 1-[2-(2-fluorophenyl)-3-(pyridin-4-yl)-3H-imidazo[4,5-b]Pyridin-5-yl]piperazine